3-[4-(4-hydroxybutyl)anilino]-1-[(4-methoxyphenyl)methyl]piperidine-2,6-dione OCCCCC1=CC=C(NC2C(N(C(CC2)=O)CC2=CC=C(C=C2)OC)=O)C=C1